N,N-diethyl-2-(4-fluoro-2-(2-methoxyethoxy)benzyl)thiophene-3-carboxamide C(C)N(C(=O)C1=C(SC=C1)CC1=C(C=C(C=C1)F)OCCOC)CC